(1R,4R)-4-((4-((5-(5-phenyl-1,3,4-oxadiazol-2-yl)thiazol-2-yl)amino)-6-(2,2,6,6-tetrafluoromorpholino)pyrimidin-2-yl)amino)cyclohexan-1-ol C1(=CC=CC=C1)C1=NN=C(O1)C1=CN=C(S1)NC1=NC(=NC(=C1)N1CC(OC(C1)(F)F)(F)F)NC1CCC(CC1)O